di-isoamyl methyl phosphate P(=O)(OCCC(C)C)(OCCC(C)C)OC